N[C@H]([C@H](C)SC1=CC=C(C=C1)CN(C)C)C1OC(C(C(C1O)O)O)SC 2-((1S,2S)-1-amino-2-((4-((dimethylamino)methyl)phenyl)thio)propyl)-6-(methylthio)tetrahydro-2H-pyran-3,4,5-triol